GLUCOSAMIN HYDROCHLORID Cl.OC1[C@H](N)[C@@H](O)[C@H](O)[C@H](O1)CO